dimethyl-1-octanol CC(C)CCCC(C)CCO